S(=O)(=O)(O)CCN[C@@H](CC(=O)N)C(=O)N 2-sulfoethyl-aspartamide